(3S,4R)-1-(4-aminopyrimidin-2-yl)-3-fluoro-3-methylpiperidine NC1=NC(=NC=C1)N1C[C@@](CCC1)(C)F